5-(3-(4-(((7-((1-acetylpiperidin-4-yl)methoxy)-5-fluoro-4-oxo-3,4-dihydroquinazolin-2-yl)methyl)thio)piperidin-1-yl)prop-1-yn-1-yl)-2-(2,6-dioxopiperidin-3-yl)isoindoline-1,3-dione C(C)(=O)N1CCC(CC1)COC1=CC(=C2C(NC(=NC2=C1)CSC1CCN(CC1)CC#CC=1C=C2C(N(C(C2=CC1)=O)C1C(NC(CC1)=O)=O)=O)=O)F